[V+4].C1(=CC=CC=C1)C=1C2=CC=C(N2)C(=C2C=CC(C(=C3C=CC(=C(C=4C=CC1N4)C4=CC=CC=C4)N3)C3=CC=CC=C3)=N2)C2=CC=CC=C2 5,10,15,20-tetraphenyl-21H,23H-porphyrin vanadium (IV)